FC1=C(C(=CC=C1)C)N1CCC(CC1)N1C(N(C=2C(C1)=CN(N2)CC2(COC2)C)CC2=C(C=CC=C2)C(F)(F)F)=O 5-[1-(2-Fluoro-6-methyl-phenyl)-piperidin-4-yl]-2-(3-methyl-oxetan-3-ylmethyl)-7-(2-trifluoromethyl-benzyl)-2,4,5,7-tetrahydro-pyrazolo[3,4-d]pyrimidin-6-on